FC=1C=C(C=CC1)C1=NN2C(=NC=3C=CC=C(C3C2=N1)C#N)N[C@H]1C(NCCCC1)=O 2-(3-fluorophenyl)-5-{[(3R)-2-oxoazepan-3-yl]amino}[1,2,4]triazolo[1,5-c]quinazoline-10-carbonitrile